FC1=CC(=C(C=C1)C=1C2=C(C(=NC1C=1SC=3CN(CCC3N1)C(=O)OC(C)(C)C)OS(=O)(=O)C(F)(F)F)C=CS2)OCCOC tert-butyl 2-[7-[4-fluoro-2-(2-methoxyethoxy)phenyl]-4-(trifluoromethylsulfonyloxy)thieno[3,2-c]pyridin-6-yl]-6,7-dihydro-4H-thiazolo[5,4-c]pyridine-5-carboxylate